tert-butyl N-[(3R)-5-[(4-chlorocyclohexa-2,4-dien-1-yl)methyl]-8-fluoro-7-[1-(hydroxymethyl)propylcarbamoyl]-4-oxo-2,3-dihydro-1,5-benzothiazepin-3-yl]carbamate ClC=1C=CC(CC1)CN1C([C@H](CSC2=C1C=C(C(=C2)F)C(NC(CC)CO)=O)NC(OC(C)(C)C)=O)=O